2-amino-N-(9-ethyl-5-fluoro-9-hydroxy-4-methyl-10,13-dioxo-2,3,9,10,13,15-hexahydro-1H,12H-benzo[de]pyrano[3',4':6,7]indolizino[1,2-b]quinolin-1-yl)-3,3,3-trifluoro-2-methylpropanamide NC(C(=O)NC1CCC=2C=3C1=C1C(=NC3C=C(C2C)F)C2=CC3=C(C(N2C1)=O)COC(C3(O)CC)=O)(C(F)(F)F)C